Cl.ClC1=C(C=CC(=C1)Cl)C=1CCCC2=C(C1C1=CC=C(C=C1)CC1CN(C1)C(CCF)([2H])[2H])C=CC(=C2)C(=O)O 8-(2,4-dichlorophenyl)-9-(4-((1-(3-fluoropropyl-1,1-d2)azetidin-3-yl)methyl)phenyl)-6,7-dihydro-5H-benzo[7]annulene-3-carboxylic acid hydrochloride